FC(C1=NC2=CC=CC=C2C(=C1)N[C@@H]1C[C@@H](CCC1)NC(CC)=O)(F)F N-[(1R,3S)-3-[[2-(trifluoromethyl)-4-quinolinyl]amino]cyclohexyl]propanamide